FC1=C(OC2=CC=C(C=C2)C=2NC=3N(N=CC3C3CCNCC3)C2)C=CC=C1 2-(4-(2-fluorophenoxy)phenyl)-7-(piperidin-4-yl)-1H-imidazo[1,2-b]Pyrazole